N1(N=NC=C1)[C@H]1[C@@H](CC1)C=1C=C(N)C=CC1Cl 3-(trans-2-(1H-1,2,3-triazol-1-yl)cyclobutyl)-4-chloroaniline